2-bromo-1-(2-(1-((tert-butyldimethylsilyl)oxy)ethyl)-3-fluoropyridin-4-yl)ethan-1-one BrCC(=O)C1=C(C(=NC=C1)C(C)O[Si](C)(C)C(C)(C)C)F